FC12CC(C1)(C2)CO 3-fluorobicyclo[1.1.1]pentan-1-methanol